benzyl 1-(9H-fluoren-9-yl)-13-methyl-3,6-dioxo-2,9,12-trioxa-4,7-diazatetradecan-14-oate C1=CC=CC=2C3=CC=CC=C3C(C12)COC(NCC(NCOCCOC(C(=O)OCC1=CC=CC=C1)C)=O)=O